COC(C(COC1=NC=CC=C1C(F)(F)F)(C)C)=O 2,2-dimethyl-3-((3-(trifluoromethyl)pyridin-2-yl)oxy)propanoic acid methyl ester